bis(octylthiomethyl)-o-cresol C(CCCCCCC)SCC=1C(=C(C(=CC1)O)C)CSCCCCCCCC